1-((6-(azetidin-1-yl)pyridazin-3-yl)methyl)-4-cyclopentylpiperazine-2,3-dione N1(CCC1)C1=CC=C(N=N1)CN1C(C(N(CC1)C1CCCC1)=O)=O